C1(=CC=CC=C1)C(CCCCC)=O 1-phenylhexane-1-one